CC(C(=O)O)=CC1=CC=C(C=C1)[N+](=O)[O-] 2-methyl-3-(4-nitrophenyl)acrylic acid